[F].F[P-](F)(F)(F)(F)F.[Li+].BrC1=CC(=C(OC=2C=CC(=C(C2)S(=O)(=O)C2CC(C2)=O)OC)C(=C1)Cl)Cl 3-[5-(4-bromo-2,6-dichloro-phenoxy)-2-methoxy-phenyl]sulfonylcyclobutanone Lithium hexafluorophosphate fluorine